6-(4-methoxypyrrolo[2,1-f][1,2,4]triazin-5-yl)-2-methyl-1-((4-methyl-6-(trifluoromethyl)pyrimidin-2-yl)methyl)-1H-imidazo[4,5-b]pyridine COC1=NC=NN2C1=C(C=C2)C=2C=C1C(=NC2)N=C(N1CC1=NC(=CC(=N1)C)C(F)(F)F)C